(racemic)-Methyl 6-amino-2-fluorospiro[3.3]heptane-2-carboxylate NC1CC2(CC(C2)(C(=O)OC)F)C1